FC1=C(C(=CC=C1)OC)C=1C=C2CC(NC2=CC1C)=O 5-(2-Fluoro-6-methoxyphenyl)-6-methylindolin-2-one